BrC1=C2C=C(NC2=C(C=C1)C(N)=O)C1=C(CNC(OC(C)(C)C)=O)C=CC=C1 tert-Butyl 2-(4-bromo-7-carbamoyl-1H-indol-2-yl)benzylcarbamate